fluororesorcinol FC1=C(O)C=CC=C1O